C(C=C)(=O)OCCCCCCCCCCCC[SiH2]C(I)I acryloyloxydodecyl-diiodomethylsilane